NC1=NC=CC=C1C1=NC=2C(=NC(=CC2)N2N=CC=C2)N1C=1C=C2CC[C@@H](C2=CC1)NC(=O)C1COC1 (S)-N-(5-(2-(2-aminopyridin-3-yl)-5-(1H-pyrazol-1-yl)-3H-imidazo[4,5-b]pyridin-3-yl)-2,3-dihydro-1H-inden-1-yl)oxetane-3-carboxamide